glycerol sodium salt [Na].OCC(O)CO